CC1=NC=CC(=C1)C=1C=C2CCCC(C2=CC1)CN [6-(2-methylpyridin-4-yl)-1,2,3,4-tetrahydronaphthalen-1-yl]methylamine